C(=O)(O)C=1C=C(CN2C(N(SC2=O)C2=CC=CC3=CC=CC=C23)=O)C=CC1 4-(3-carboxybenzyl)-2-(1-naphthyl)-1,2,4-thiadiazole-3,5-dione